C(#N)C1(CCCC1)C1=CC=CC=C1 4-(1-cyanocyclopentyl)benzene